(R)-N-(1-(Naphthalen-1-yl)ethyl)-3-(3-(trifluoromethyl)phenyl)propan-1-amine C1(=CC=CC2=CC=CC=C12)[C@@H](C)NCCCC1=CC(=CC=C1)C(F)(F)F